FC(C(C(C(C(C(=O)O)(F)F)(F)F)(F)F)(F)F)(C(=O)O)F decafluoropimelic acid